(E)-3-(3,4-dichlorophenyl)-N'-((E)-3-(3-(trifluoromethoxy)phenyl)acryloyl)acrylohydrazide ClC=1C=C(C=CC1Cl)/C=C/C(=O)NNC(\C=C\C1=CC(=CC=C1)OC(F)(F)F)=O